(R)-1-(3-Fluorophenyl)-2-((2-methyl-1-((S)-tetrahydro-2H-pyran-2-yl)propan-2-yl)amino)ethan-1-ol FC=1C=C(C=CC1)[C@H](CNC(C[C@H]1OCCCC1)(C)C)O